BrC1=C(C=C(C=N1)CN1CC2(CS(C2)(=O)=O)C1)F 6-((6-Bromo-5-fluoropyridin-3-yl)methyl)-2-thia-6-azaspiro[3.3]heptane 2,2-dioxide